O=C1N(CCC(N1)=O)C1=CC=C(C=C1)N1C[C@@H](CC1)C(=O)O (R)-1-(4-(2,4-dioxotetrahydropyrimidin-1(2H)-yl)phenyl)pyrrolidine-3-carboxylic acid